(2S,4S)-4-hydroxypyrrolidine-1,2-dicarboxylic acid 1-tert-butyl 2-methyl ester COC(=O)[C@H]1N(C[C@H](C1)O)C(=O)OC(C)(C)C